BrC1=C(N=C(NC1=O)N=C(CCl)OC)C(F)(F)F methyl N-(5-bromo-6-oxo-4-(trifluoromethyl)-1,6-dihydropyrimidin-2-yl)-2-chloroacetimidate